FC(OC1=CC=C(C=C1)N1C(C2=C(C=3C=CC(=NC13)C(F)(F)F)N(C(=N2)CC2=CC=C(C=C2)OC)C)=O)F 5-(4-(Difluoromethoxy)phenyl)-2-(4-methoxybenzyl)-1-methyl-7-(trifluoromethyl)-1,5-dihydro-4H-imidazo[4,5-c][1,8]naphthyridin-4-one